tert-butyl 4-((1-((1-(((tert-butyldimethylsilyl)oxy)methyl)cyclopentyl)methyl)-6-chloro-1H-pyrazolo[4,3-c]pyridin-3-yl)ethynyl)piperidine-1-carboxylate [Si](C)(C)(C(C)(C)C)OCC1(CCCC1)CN1N=C(C=2C=NC(=CC21)Cl)C#CC2CCN(CC2)C(=O)OC(C)(C)C